FC1=NC(=CC(=C1)I)N1[C@H](CCCC1)C(F)(F)F 2-Fluoro-4-iodo-6-[(2R)-2-(trifluoromethyl)-1-piperidyl]pyridine